6-Chloro-7-methoxy-2-methyl-3-(3'-(pentafluoro-lambda6-sulfanyl)-[1,1'-biphenyl]-4-yl)quinolin-4(1H)-one ClC=1C=C2C(C(=C(NC2=CC1OC)C)C1=CC=C(C=C1)C1=CC(=CC=C1)S(F)(F)(F)(F)F)=O